C(C1=CC=CC=C1)OC(N[C@H](CN1N=CC=N1)[C@@H]1OC(OC1)(C)C)=O N-{(1R)-1-[(4S)-2,2-dimethyl-1,3-dioxolan-4-yl]-2-(2H-1,2,3-triazol-2-yl)ethyl}carbamic acid benzyl ester